ClC1=NNC2=NC(=NC(=C21)S[C@H]2CN(CCC2)C(C=C)=O)NC=2C=NN(C2)CC(C)C (R)-1-(3-((3-chloro-6-((1-isobutyl-1H-pyrazol-4-yl)amino)-1H-pyrazolo[3,4-d]pyrimidin-4-yl)thio)piperidin-1-yl)prop-2-en-1-one